O=C1N(CC2=CC(=CC=C12)O[C@@H]1[C@@H](CCC1)N1C[C@@H]2[C@H](C1)COC2)C2C(NC(CC2)=O)=O 3-(1-oxo-5-(((1S,2R)-2-((3aR,6aS)-tetrahydro-1H-furo[3,4-c]pyrrol-5(3H)-yl)cyclopentyl)oxy)isoindolin-2-yl)piperidine-2,6-dione